O=C1NC(CC[C@@H]1N1CC2=CC=C(C(=C2C1=O)F)CNC(OC1CC(C1)C=1C2=C(C=NC1C)SC=N2)=O)=O (1s,3s)-3-(6-methylthiazolo[5,4-c]pyridin-7-yl)cyclobutyl ((2-(2,6-dioxopiperidin-3-yl)-4-fluoro-3-oxoisoindolin-5-yl)methyl)carbamate